5-((2-(4-((3-cyano-4-cyclopropylbenzyl)amino)butoxy)ethyl)amino)benzo[c][2,6]naphthyridine C(#N)C=1C=C(CNCCCCOCCNC2=NC3=C(C4=CN=CC=C24)C=CC=C3)C=CC1C1CC1